ClC1=C(C(=NC(=N1)SC)N(COCC[Si](C)(C)C)C1=NN(C(=C1)C)C1OCCCC1)OC1CC1 6-chloro-5-cyclopropoxy-N-(5-methyl-1-(tetrahydro-2H-pyran-2-yl)-1H-pyrazol-3-yl)-2-(methylthio)-N-((2-(trimethylsilyl)ethoxy)methyl)pyrimidin-4-amine